NCCNC(=O)C1=CC=C(CSC(=O)[C@@H]2C[C@@H](CC2)N)C=C1 (1S,3R)-3-aminocyclopentane-1-thiocarboxylic acid S-(4-((2-aminoethyl) carbamoyl) benzyl) ester